N-(3,5-dichloro-4-(2,6-dioxopiperidin-3-yl)benzyl)-2-methyl-2-(1-methyl-2-oxo-1,2-dihydropyridin-3-yl)propanamide ClC=1C=C(CNC(C(C)(C=2C(N(C=CC2)C)=O)C)=O)C=C(C1C1C(NC(CC1)=O)=O)Cl